2-[2-(1-pyrrolidinyl)ethoxy]ethyl-N-methylamine N1(CCCC1)CCOCCNC